Nerylsalicylat C(\C=C(\C)/CCC=C(C)C)OC=1C(C(=O)[O-])=CC=CC1